Br.C(C)N(C1=CC=CC=C1)CC diethyl-aniline hydrobromide